ClC1=CC=C2C(=N1)C(N(C2)CCNC(OC(C)(C)C)=O)=O tert-butyl N-[2-(2-chloro-7-oxo-5H-pyrrolo[3,4-b]pyridin-6-yl)ethyl]carbamate